C(#N)C(C(=O)OC[SiH2]C=C(C)C)=C dimethylvinylsilylmethyl cyanoacrylate